2'-amino-butyryl-pyrenyluridine N[C@@]1([C@@](O[C@@H]([C@]1(O)C(CCC)=O)CO)(N1C(=O)NC(=O)C=C1)C1=CC=C2C=CC3=CC=CC4=CC=C1C2=C34)O